7-((3-(4-aminoimidazo[2,1-f][1,2,4]triazin-7-yl)-4-methylphenyl)sulfonyl)-N-(2,2,2-trifluoroethyl)-5,6,7,8-tetrahydroimidazo[1,5-a]pyrazine-1-carboxamide NC1=NC=NN2C1=NC=C2C=2C=C(C=CC2C)S(=O)(=O)N2CC=1N(CC2)C=NC1C(=O)NCC(F)(F)F